FC=1C=C2NC=CC2=C2CCC(N(CCC(CCC(C3=CN=C(C=4C(=CC=C(OC12)C4)F)N3)C3=C(C=CC=C3)F)(C)C)C)=O 23,29-difluoro-6-(2-fluorophenyl)-9,9,12-trimethyl-25-oxa-3,12,20,31-tetrazapentacyclo[24.3.1.12,5.016,24.017,21]hentriaconta-1(30),2,4,16,18,21,23,26,28-nonaen-13-one